(1R,2R)-N,N'-dimethyl-N,N'-bis(3,3-dimethylbutyl)cyclohexane-1,2-diamine CC(C)(C)CCN(C)[C@@H]1CCCC[C@H]1N(C)CCC(C)(C)C